FC(S(=O)(=O)N[C@@H]1[C@@H](N(CC12CC2)C(=O)N[C@@H](CF)C)CC=2C(=C(C=CC2)C2=CC=CC=C2)F)F (6S,7S)-7-((difluoromethyl)sulfonamido)-6-((2-fluoro-[1,1'-biphenyl]-3-yl)methyl)-N-((R)-1-fluoropropan-2-yl)-5-azaspiro[2.4]heptane-5-carboxamide